CN(C1=CC=C(C=C1)C(C)=O)C 4'-dimethylaminoacetophenone